2-(3-isopropyl-2-(8-methoxy-[1,2,4]triazolo[1,5-a]pyridin-6-yl)-1H-pyrrolo[3,2-b]pyridin-5-yl)morpholine C(C)(C)C1=C(NC=2C1=NC(=CC2)C2CNCCO2)C=2C=C(C=1N(C2)N=CN1)OC